C(C)(C)[C@@H]1N=C(OC1)C1=NC=CC=C1 (S)-4-isopropyl-2-(pyridin-2-yl)-4,5-dihydro-oxazole